OCCOC=1C(=C(C2=CC=CC=C2C1)C1=CC=CC2=CC=CC=C12)OCCO bis(2-hydroxyethoxy)-1,1'-Binaphthyl